Ethyl 6-(8-fluoro-2-naphthyl)-4-oxo-4,5-dihydropyrazolo[1,5-a]pyrazine-2-carboxylate FC=1C=CC=C2C=CC(=CC12)C=1NC(C=2N(C1)N=C(C2)C(=O)OCC)=O